C1CCC12NC(NC2=O)=O 5,7-diazaspiro[3.4]octan-6,8-dione